bis(carboxyphenoxy)hexane C(=O)(O)C1=C(OC(CCCCC)OC2=C(C=CC=C2)C(=O)O)C=CC=C1